3-(2-chloro-4-fluorophenyl)acrylamide ClC1=C(C=CC(=C1)F)C=CC(=O)N